4-(4-(2-fluoroprop-2-enoylamino)-2-methyl-phenyl)-3-(4-(isobutylcarbamoyl)-3-(methoxy-d3)phenyl)-5-methyl-1H-pyrrole-2-carboxamide FC(C(=O)NC1=CC(=C(C=C1)C=1C(=C(NC1C)C(=O)N)C1=CC(=C(C=C1)C(NCC(C)C)=O)OC([2H])([2H])[2H])C)=C